CN1C(CCCC1)[2H] 1-methylpiperidin-d